hexyl-amino-carbonyl-oxycholesterol C(CCCCC)C(C(C)CCC[C@@H](C)[C@H]1CC[C@H]2[C@@H]3CC=C4C[C@@H](O)CC[C@]4(C)[C@H]3CC[C@]12C)OC(=O)N